3-(hydroxymethyl)-1-methylpyridin-2(1H)-one OCC=1C(N(C=CC1)C)=O